3-(2-methyl-5-(3-(4-(morpholinomethyl)phenyl)prop-1-yn-1-yl)-4-oxoquinazolin-3(4H)-yl)piperidine-2,6-dione CC1=NC2=CC=CC(=C2C(N1C1C(NC(CC1)=O)=O)=O)C#CCC1=CC=C(C=C1)CN1CCOCC1